methyl (S)-2-(3-aminoprop-1-yn-1-yl)-5-(3-(2-(4-(4-chlorophenyl)-2,3,9-trimethyl-6H-thieno[3,2-f][1,2,4]triazolo[4,3-a][1,4]diazepin-6-yl)acetamido)prop-1-yn-1-yl)furan-3-carboxylate NCC#CC=1OC(=CC1C(=O)OC)C#CCNC(C[C@H]1C=2N(C3=C(C(=N1)C1=CC=C(C=C1)Cl)C(=C(S3)C)C)C(=NN2)C)=O